NCC1=CC=C(C=C1)C1=CC(=C(C=C1)Cl)S(=O)(=O)N1CCC2(CC(CO2)NC[C@@H](COC=2C=C(C=CC2)S(=O)(=O)NC)O)CC1 3-((2S)-3-(8-(4'-(aminomethyl)-4-chlorobiphenyl-3-ylsulfonyl)-1-oxa-8-azaspiro[4.5]dec-3-ylamino)-2-hydroxypropoxy)-N-methylbenzenesulfonamide